4-(hydroxymethyl)-1,2,3-thiadiazole-5-carboxylic acid OCC=1N=NSC1C(=O)O